O1C(NC2=C1C=CC(=C2)C2(NC(=NC=C2F)NC2=CC(=C(C(=C2)OC)OC)OC)N)=O 4-(benzoxazolin-2-one-5-yl)-N2-(3,4,5-trimethoxyphenyl)-5-fluoropyrimidine-2,4-diamine